(S)-2-(1-((8-bromo-9H-purin-6-yl)amino)propyl)-3-(3-fluorophenyl)-4H-chromen-4-one BrC=1NC2=NC=NC(=C2N1)N[C@@H](CC)C=1OC2=CC=CC=C2C(C1C1=CC(=CC=C1)F)=O